N1(N=CC=C1)CC1=CC2=C(C(=NO2)NS(=O)(=O)C2=C(C=CC(=C2)C(C)(C)C)OC2CCC2)C(=C1F)OC N-(6-((1H-pyrazol-1-yl)methyl)-5-fluoro-4-methoxybenzo[d]isoxazol-3-yl)-5-(tert-butyl)-2-cyclobutyloxybenzenesulfonamide